C(CCC)C1=NC=2C(=C(N=NC2N)N2CC(CC2)C2=CC=CC=C2)N1C 2-butyl-1-methyl-7-(3-phenylpyrrolidin-1-yl)-1H-imidazo[4,5-d]pyridazin-4-amine